Cetylacrylat C(CCCCCCCCCCCCCCC)OC(C=C)=O